C1=C(C=CC=2OC3=C(C21)C=CC=C3)C3=CC=C(C=C3)B3OC(C(O3)(C)C)(C)C 2-(4-(dibenzo[b,d]furan-2-yl)phenyl)-4,4,5,5-tetramethyl-1,3,2-dioxaborolane